BrC=1C=C2/C(/C(NC2=CC1)=O)=N/NC(N)=S (Z)-2-(5-bromo-2-oxoindolin-3-ylidene)hydrazinecarbothioamide